The molecule is a neolignan that is 2,3-dihydro-1-benzofuran carrying 3,4-dimethoxyphenyl, methyl, formyl and methoxy substituents at positions 2, 3, 5 and 7 respectively. It has a role as a plant metabolite. It is a member of 1-benzofurans, a dimethoxybenzene, a neolignan, a ring assembly and an arenecarbaldehyde. C[C@@H]1[C@H](OC2=C1C=C(C=C2OC)C=O)C3=CC(=C(C=C3)OC)OC